N[C@H]1CN(CC1)C1=NC(=NC2=CC=C(C=C12)C)N1CCS(C2=C(C1)C=CC=C2)=NCC2OCC2 4-(((R)-3-aminopyrrolidin-1-yl)-6-methylquinazolin-2-yl)-1-((oxetan-2-ylmethyl)imino)-2,3,4,5-tetrahydro-benzo[f][1,4]thiazepine